(1s,2s)-2-[[(5s,7s)-7-fluoro-5-phenyl-6,7-dihydro-5H-pyrrolo[1,2-b][1,2,4]triazol-2-yl]sulfonyl]cyclopropanecarbonitrile F[C@H]1C[C@H](N2N=C(N=C21)S(=O)(=O)[C@@H]2[C@@H](C2)C#N)C2=CC=CC=C2